2-amino-N-[(1R)-1-cyclopropyl-2-hydroxyethyl]-5-{2-[(1S)-1-cyclopropylethyl]-1-oxo-7-[(3R)-oxolan-3-yloxy]-2,3-dihydro-1H-isoindol-5-yl}pyrazolo[1,5-a]pyrimidine-3-carboxamide NC1=NN2C(N=C(C=C2)C=2C=C3CN(C(C3=C(C2)O[C@H]2COCC2)=O)[C@@H](C)C2CC2)=C1C(=O)N[C@@H](CO)C1CC1